(2-(Difluoromethoxy)phenyl)boronic acid FC(OC1=C(C=CC=C1)B(O)O)F